FC(C1=NC(=CC(=C1)NC1CCC(CC1)NC(=O)N1C=CC=C1)C(F)(F)F)(F)F N-[(1s,4s)-4-{[2,6-bis(trifluoromethyl)pyridin-4-yl]amino}cyclohexyl]-1H-pyrrole-1-carboxamide